6-methoxy-2-((1r,2r)-2-methyl-4-(N-methylacetylamino)cyclohexyl)-2H-indazole-5-carboxylic acid methyl ester COC(=O)C1=CC2=CN(N=C2C=C1OC)[C@H]1[C@@H](CC(CC1)NC(CC)=O)C